(3-methoxyphenyl)-6H-1,3-thiazin-2-amine COC=1C=C(C=CC1)C=1N=C(SCC1)N